((6-(5-(((Cyclopentyl(methyl)carbamoyl)oxy)methyl)-1-methyl-1H-1,2,3-triazol-4-yl)pyridin-3-yl)oxy)bicyclo[3.1.0]hexane-6-carboxylic Acid C1(CCCC1)N(C(=O)OCC1=C(N=NN1C)C1=CC=C(C=N1)OC12CCCC2C1C(=O)O)C